1-methyl-2,3-dioxo-4-(1-(4-(trifluoromethoxy)benzyl)piperidin-4-yl)-1,2,3,4-tetrahydropyrido[2,3-b]pyrazine-6-carbonitrile CN1C2=C(N(C(C1=O)=O)C1CCN(CC1)CC1=CC=C(C=C1)OC(F)(F)F)N=C(C=C2)C#N